(R)-1-((R)-1-(1-benzyl-5-(benzyloxy)-4-oxo-1,4-dihydropyridazin-3-carbonyl) pyrrolidin-2-yl)-2,2-diphenylethyl methanesulfonate CS(=O)(=O)O[C@H](C(C1=CC=CC=C1)C1=CC=CC=C1)[C@@H]1N(CCC1)C(=O)C1=NN(C=C(C1=O)OCC1=CC=CC=C1)CC1=CC=CC=C1